FC=1C=C(C=CC1OC)C1=C(C#N)C=CN=C1 3-(3-fluoro-4-methoxyphenyl)isonicotinonitrile